C(C)N1C(=CC=C1)C1=CC2=C(O1)C=C(S2)C=C(C#N)C#N {[2-(1-ethyl-1H-pyrrol-2-yl)thieno[3,2-b]furan-5-yl]methylidene}propanedinitrile